Isopropyl (R)-4-(((2S,4aR,6R,7aR)-6-(4-amino-2-oxopyrimidin-1(2H)-yl)-7,7-difluoro-2-oxidotetrahydro-4H-furo[3,2-d][1,3,2]dioxaphosphinin-2-yl)oxy)-2-methylbutanoate NC1=NC(N(C=C1)[C@H]1C([C@@H]2O[P@@](OC[C@H]2O1)(=O)OCC[C@H](C(=O)OC(C)C)C)(F)F)=O